NCCCCCC(CCCCCN)O 1,11-diaminoundecane-6-ol